Cl.FC(C1=CC=C(C=C1)[C@@H]1NCCOC1)(F)F (S)-3-(4-(trifluoromethyl)phenyl)morpholine hydrochloride